C(#N)C1=NC2=CC(=CC(=C2N=C1N1CCC(CC1)N1N=CC(=C1)C)[C@@H](C)NC1=C(C(=O)O)C=CC=C1)C (R)-2-((1-(2-cyano-7-methyl-3-(4-(4-methyl-1H-pyrazol-1-yl)piperidin-1-yl)quinoxalin-5-yl)ethyl)amino)benzoic acid